[OH-].C[N+](CC1=CC=C(C=C1)NC(C=C)=O)(C)C N,N,N-Trimethyl-4-[(1-oxo-2-propen-1-yl)amino]benzenemethanaminium hydroxide